FC=1C=C(C=C(C1)CN1C[C@H](N(CC1)C(=O)OC)COC)NC(=O)NC=1C=NC(=CC1)C methyl (2S)-4-[(5-fluoro-3-{[(6-methyl(3-pyridyl))amino]carbonylamino}phenyl)methyl]-2-(methoxymethyl)piperazinecarboxylate